OC(C)(C=1C(=CC2=CN(N=C2C1)C1CCC(CC1)C(=O)OCC)NC(=O)C1=NC(=CC=C1)C(F)(F)F)C ethyl 4-[6-(1-hydroxyl-methyl-ethyl)-5-[[6-(trifluoromethyl)pyridine-2-carbonyl] amino]indazol-2-yl]cyclohexanecarboxylate